5-bromo-7-nitro-1H-indazole BrC=1C=C2C=NNC2=C(C1)[N+](=O)[O-]